C(CCCCCCC)OC(CCCOC=1C=C(C=C(C1)OCCCC(OCCCCCCCC)OCCCCCCCC)CNC)OCCCCCCCC 1-(3,5-bis(4,4-bis(octyloxy)butoxy)phenyl)-N,N-dimethylamine